S(=O)(=O)(O)OCCN(CC)CCC[C@@H](C)NC1=CC=NC2=CC(=CC=C12)Cl |r| (±)-2-[[4-[(7-chloro-4-quinolinyl)amino]pentyl]ethylamino]-ethanol sulfate